C1=CC=CC=2C3=CC=CC=C3C(C12)COC(=O)N[C@H](C(=O)NCC(=O)[O-])CCCNC(=O)N (S)-(2-((((9H-Fluoren-9-yl)methoxy)carbonyl)amino)-5-ureidopentanoyl)glycinate